7-chloro-5-(2,4-difluorophenyl)-2,3-dimethyl-pyrido[3,4-b]pyrazine ClC1=CC=2C(=NC(=C(N2)C)C)C(=N1)C1=C(C=C(C=C1)F)F